4-(N,N-dimethylamino)butyric acid CN(C)CCCC(=O)O